3-[[bis(2-methylpropoxy)phosphinothio]thio]-2-methylpropionic acid CC(COP(SSCC(C(=O)O)C)OCC(C)C)C